N-(6-amino-5-ethyl-3-pyridyl)-2-oxo-2-[(2R,5S)-5-methyl-2-[2-[(3S,5S)-1,5-dimethyl-3-piperidyl]-1,3-benzothiazol-5-yl]-1-piperidyl]acetamide NC1=C(C=C(C=N1)NC(C(N1[C@H](CC[C@@H](C1)C)C=1C=CC2=C(N=C(S2)[C@@H]2CN(C[C@H](C2)C)C)C1)=O)=O)CC